C(C)OC(=O)C=1N=C(SC1)[C@@H](C[C@@H](C(C)C)N(OCCCC#C)C(=O)OC(C)(C)C)O.[F-].C(CCCCCCCCCC)[NH+]1C(CCC1)CCCC 1-Undecyl-2-butylpyrrolidinium fluorid Ethyl-2-((1R,3S)-3-(tert-butoxycarbonyl(pent-4-ynyloxy)amino)-1-hydroxy-4-methylpentyl)thiazole-4-carboxylate